C[C@@H]1N([C@@H](CNC1)C)C(=O)N1CC2(N(C=3C(=NN=C(C3)C3=C(C(=CC=C3)F)O)NC2)CC1)C ((2S,6R)-2,6-dimethyl-piperazin-1-yl)(2-(3-fluoro-2-hydroxyphenyl)-6a-methyl-5,6,6a,7,9,10-hexahydro-8H-pyrazino[1',2':4,5]pyrazino[2,3-c]pyridazin-8-yl)meth-anone